Di-tert-butyl ((5-(7-chloro-1-(3,4-difluoro-2-methylphenyl)-6-fluoro-4-oxo-1,4-dihydroquinazolin-3(2H)-yl)-6-methyl-2-oxopyridin-1(2H)-yl) methyl) phosphate P(=O)(OC(C)(C)C)(OC(C)(C)C)OCN1C(C=CC(=C1C)N1CN(C2=CC(=C(C=C2C1=O)F)Cl)C1=C(C(=C(C=C1)F)F)C)=O